5-(4-chlorophenyl)methyl-2,2-dimethylcyclopentanone ClC1=CC=C(C=C1)CC1CCC(C1=O)(C)C